C(C1=CC=CC=C1)OC[C@@H](CSC(C1=CC=CC=C1)(C1=CC=CC=C1)C1=CC=CC=C1)N1N=NC=C1 (S)-1-(1-(benzyloxy)-3-(tritylthio)propan-2-yl)-1H-1,2,3-triazole